5-bromo-2-methyl-1H-indole BrC=1C=C2C=C(NC2=CC1)C